tert-butyl (2R,5S)-4-(8-(chloromethyl)-3,9-dimethyl-2-oxo-3,9-dihydro-2H-purin-6-yl)-2,5-dimethylpiperazine-1-carboxylate ClCC=1N(C=2N(C(N=C(C2N1)N1C[C@H](N(C[C@@H]1C)C(=O)OC(C)(C)C)C)=O)C)C